C(C)N1C=C2C=C[N+](=C2C=C1)CCC 5-ethyl-1-propyl-5-azaindolium